cis-8-dimethylamino-3-(4-fluorophenyl)-8-phenyl-1,3-diazaspiro[4.5]decan-2-one CN(C1(CCC2(CN(C(N2)=O)C2=CC=C(C=C2)F)CC1)C1=CC=CC=C1)C